The molecule is an organic heterotetracyclic compound that is 4,4,6a,12b-tetramethyl-11-oxo-1,3,4,4a,5,6,6a,12,12a,12b-decahydro-2H,11H-benzo[f]pyrano[4,3-b]chromen-3-yl acetate substituted by hydroxy groups at positions 4a and 12a and by a 4-methoxyphenyl group at position 9 (the 3R,4aR,6aR,12aS,12bS steroisomer). Isolated from the culture broth of Penicillium, it acts as a selective inhibitor of acetylcholinesterase. It has a role as an EC 3.1.1.7 (acetylcholinesterase) inhibitor, an antimicrobial agent and a Penicillium metabolite. It is an organic heterotetracyclic compound, an aromatic ether, a tertiary alcohol, a cyclic ketone, a delta-lactone and an acetate ester. CC(=O)O[C@@H]1CC[C@]2([C@](C1(C)C)(CC[C@@]3([C@@]2(CC4=C(O3)C=C(OC4=O)C5=CC=C(C=C5)OC)O)C)O)C